ClC1=NC=C(C(=N1)NC1CC2C(COC2)C1)C(=O)O 2-chloro-4-((hexahydro-1H-cyclopenta[c]furan-5-yl)amino)pyrimidine-5-carboxylic acid